1-(2,5-dimethoxy-4-(phenylsulfanyl)phenyl)propan-2-amine COC1=C(C=C(C(=C1)SC1=CC=CC=C1)OC)CC(C)N